CC1(C2=CC=CC=C2C=2C=CC(=CC12)C1=CC=C(C=C1)N1C(N=C(N=C1C1=CC=CC=C1)C1=CC=CC=C1)=O)C 1-[4-(9,9-Dimethylfluoren-2-yl)phenyl]-4,6-diphenyl-1,3,5-triazin-2-one